(R)-N-((1-ethyl-3,5-diisopropyl-1H-pyrazol-4-yl)carbamoyl)-6-methoxy-6,7-dihydro-5H-pyrazolo[5,1-b][1,3]oxazine-3-sulfonamide C(C)N1N=C(C(=C1C(C)C)NC(=O)NS(=O)(=O)C=1C=NN2C1OC[C@@H](C2)OC)C(C)C